CNC(=O)C1=CC=C(C=C1)B(O)O 4-(N-methylcarbamoyl)phenylboronic acid